methyl {[4-(2,6-dimethoxyphenyl)-5-(5-methylfuran-2-yl)-4H-1,2,4-triazol-3-yl]sulfanyl}(phenyl)acetate COC1=C(C(=CC=C1)OC)N1C(=NN=C1C=1OC(=CC1)C)SC(C(=O)OC)C1=CC=CC=C1